CC1(OC2=C(C1=O)C=C(C=C2)C2=NC(=NO2)C2=CC=NC=C2)C 2,2-dimethyl-5-[3-(pyridin-4-yl)-1,2,4-oxadiazol-5-yl]-2,3-dihydro-1-benzofuran-3-one